4-(4-(4-(5-(dimethylamino)pent-1-yn-1-yl)phenyl)-3,6-dihydropyridin-1(2H)-yl)-N-hydroxy-2-methyl-2-(methylsulfonyl)butanamide CN(CCCC#CC1=CC=C(C=C1)C=1CCN(CC1)CCC(C(=O)NO)(S(=O)(=O)C)C)C